C(=O)=[Rh](C1(C(=C(C(=C1C)C)C)C)C)=C=O dicarbonyl-(pentamethylcyclopentadienyl)rhodium